1,3-bis(carboxymethyl)-5-butyl-isocyanuric acid C(=O)(O)CN1C(=O)N(C(=O)N(C1=O)CCCC)CC(=O)O